FC(C=1C=C(C=C(C1)C(F)(F)F)C1=NN(C=N1)\C=C/C(=O)N1N(C(CC1)=O)C(C)C)(F)F (Z)-1-(3-(3-(3,5-bis(trifluoromethyl)phenyl)-1H-1,2,4-triazol-1-yl)acryloyl)-2-isopropylpyrazolidin-3-one